2-(2-(2-hydroxyethoxy)ethoxy)-2-methyl-1,6-naphthyridin-4(1H)-one OCCOCCOC1(NC2=CC=NC=C2C(C1)=O)C